O(C1=CC=CC=C1)CCNC1CCN(CC1)C(=O)OCC1=CC=CC=C1 benzyl 4-((2-phenoxyethyl)amino)piperidine-1-carboxylate